(1R,2S,5S)-2-formyl-3,8-diazabicyclo[3.2.1]octane-3,8-dicarboxylic acid 3-benzyl 8-(tert-butyl) ester C(C)(C)(C)OC(=O)N1[C@H]2[C@H](N(C[C@@H]1CC2)C(=O)OCC2=CC=CC=C2)C=O